tert-Butyl (S)-4-((3-(4-(2,4-dioxotetrahydropyrimidin-1(2H)-yl)-1H-indol-1-yl)pyrrolidin-1-yl)methyl)piperidine-1-carboxylate O=C1N(CCC(N1)=O)C1=C2C=CN(C2=CC=C1)[C@@H]1CN(CC1)CC1CCN(CC1)C(=O)OC(C)(C)C